FC=1C(=C(C=CC1)CC#N)C=1C=C2C(=CN1)NN=C2C2=CC=C(C=C2)N2CCN(CC2)C 2-(3-fluoro-2-(3-(4-(4-methylpiperazin-1-yl)phenyl)-1H-pyrazolo[3,4-c]pyridin-5-yl)phenyl)acetonitrile